FC(C(F)F)(F)OCC(C)C 1,1,2,2-Tetrafluoroethyl-isobutylether